N-phenyl-1,4-Phenylenediamine C1(=CC=CC=C1)NC1=CC=C(C=C1)N